N1CSC=2CN(C=CC21)C(=O)O.C(C2=CC=CC=C2)(=O)N2CC1=C(CC2)N=C(S1)NC(C1=CN=C(C=C1C1=C(C=CC=C1)OC)C)=O N-(5-benzoyl-4,5,6,7-tetrahydrothiazolo[5,4-c]pyridin-2-yl)-4-(2-methoxyphenyl)-6-methylnicotinamide dihydrothiazolo[5,4-c]pyridine-5(4H)-carboxylate